CC1=C(C(=CC(=C1)C)C)N1C=[N+](C=C1)C1=C(C=C(C=C1C)C)C 1,3-bis(2,4,6-trimethylphenyl)-imidazolium